NC1=NC=NN2C1=CC=C2[C@H]2[C@@H]([C@@H]([C@@](O2)(CF)COP(=O)(OC2=CC=CC=C2)N[C@@H](C)C(=O)OCCCCCC)O)O hexyl ((((2R,3S,4R,5S)-5-(4-aminopyrrolo[2,1-f][1,2,4]triazin-7-yl)-2-(fluoromethyl)-3,4-dihydroxytetrahydrofuran-2-yl)methoxy)(phenoxy)phosphoryl)-L-alaninate